[Na].C(C=C)(=O)NC(C)(C)C 2-acrylamido-2-methylpropane sodium